4-(6-amino-5-(4-(2-oxopyrrolidin-1-yl)phenyl)pyridin-3-yl)-1H-pyrrolo[2,3-b]pyridine-2-carboxylic acid methyl ester COC(=O)C1=CC=2C(=NC=CC2C=2C=NC(=C(C2)C2=CC=C(C=C2)N2C(CCC2)=O)N)N1